O=C1N(C(C=C1)=O)CCC(=O)NCCOCCOCCOCCC(=O)N[C@H](C(=O)N[C@H](C(=O)O)CCCNC(=O)N)C(C)C (2S)-2-[[(2S)-2-[3-[2-[2-[2-[3-(2,5-dioxopyrrol-1-yl)propanoylamino]ethoxy]ethoxy]ethoxy]propanoylamino]-3-methyl-butanoyl]amino]-5-ureido-pentanoic acid